FC(C=1C=CC(=NC1)C=1C=2N(C3=CC=C(C=C3N1)C(=O)O)C=CC2)(F)F 4-(5-(Trifluoromethyl)pyridin-2-yl)pyrrolo[1,2-a]quinoxaline-7-carboxylic acid